(6R,7S)-N-ethyl-3-methyl-2-oxo-7-({[(1s,4s)-4-phenylcyclohexyl]oxy}methyl)-4-oxa-1,8-diazaspiro[5.5]undecane-8-carboxamide C(C)NC(=O)N1[C@@H]([C@@]2(COC(C(N2)=O)C)CCC1)COC1CCC(CC1)C1=CC=CC=C1